6-hydroxy-N-(4-hydroxybenzyl)-2,3-dimethoxyphenanthrene-9-carboxamide OC=1C=C2C=3C=C(C(=CC3C=C(C2=CC1)C(=O)NCC1=CC=C(C=C1)O)OC)OC